nicotinic acid nitrogen [N].C(C1=CN=CC=C1)(=O)O